N1(CCCC1)C1=CC(=C(CN2CC3(CC2)CCN(CC3)C(=O)N3N=C(C=C3)C(=O)N)C=C1)C(F)(F)F 1-(2-(4-(pyrrolidin-1-yl)-2-(trifluoromethyl)benzyl)-2,8-diazaspiro[4.5]decane-8-carbonyl)-1H-pyrazole-3-carboxamide